γ-glycidoxypropylacetoxyethoxymethylsilane C(C1CO1)OCCC[SiH2]COCCOC(C)=O